C(C)(C)(C)C=1C=C(C2=C(C3=C(O2)C=CC=2C(C=4C=CC=C(C4C23)Cl)(C)C)C1)C(C)(C)C 2,4-di-tert-butyl-12-chloro-8,8-dimethyl-8H-fluoreno[3,4-b]benzofuran